t-butylhydrazine HCl salt Cl.C(C)(C)(C)NN